6-chloro-5-hydroxy-1-(1-(methoxymethyl)-1H-pyrazol-4-yl)-2-methyl-1H-indole-3-carboxylic acid ethyl ester C(C)OC(=O)C1=C(N(C2=CC(=C(C=C12)O)Cl)C=1C=NN(C1)COC)C